CC1=C(C=CC=C1C)N1CCN(CC1)C(CN1N=C(C2=C1C[C@@H]1[C@H]2C1)C(=O)N1C[C@H]([C@H](CC1)O)F)=O 1-[4-(2,3-Dimethylphenyl)piperazin-1-yl]-2-{(3bR,4aR)-3-[(3R,4S)-3-fluoro-4-hydroxypiperidin-1-carbonyl]-3b,4,4a,5-tetrahydro-1H-cyclopropa[3,4]cyclopenta[1,2-c]pyrazol-1-yl}ethan-1-on